5-methyl-2-(1-methylethyl)-cyclohexanol CC1CCC(C(C1)O)C(C)C